1,1-dimethoxy-2-propylamine COC(C(C)N)OC